O=C1C(NCCC1)C(=O)O oxo-pipecolic acid